C(=O)(O)C1C(C1)C(C1=C(C(=CC=C1)F)Cl)NC=1C=C(C(=NC1)C(=O)O)F 5-(((2-carboxycyclopropyl)(2-chloro-3-fluorophenyl)methyl)amino)-3-fluoropicolinic acid